NC(C#CC=1C(=CC(=NC1)NC(N(C)C1=NC(=C(C=C1)CN1C(CN(CC1)C)=O)C=O)=O)NCCOC)(C)C 3-(5-(3-amino-3-methylbut-1-yn-1-yl)-4-((2-methoxyethyl)amino)pyridin-2-yl)-1-(6-formyl-5-((4-methyl-2-oxopiperazin-1-yl)methyl)pyridin-2-yl)-1-methylurea